The molecule is a 3-oxo Delta(4)-steroid that is androst-4-ene substituted by oxo groups at positions 3 and 17. It is a steroid hormone synthesized in the adrenal glands and gonads. It has a role as an androgen, a human metabolite, a Daphnia magna metabolite and a mouse metabolite. It is a 17-oxo steroid, an androstanoid and a 3-oxo-Delta(4) steroid. C[C@]12CCC(=O)C=C1CC[C@@H]3[C@@H]2CC[C@]4([C@H]3CCC4=O)C